6-(2-(3-chloro-4-fluorophenyl)-1H-benzo[d]imidazol-6-yl)-3-(2-(4-hydroxypiperidin-1-yl)ethyl)quinazolin-4(3H)-one ClC=1C=C(C=CC1F)C1=NC2=C(N1)C=C(C=C2)C=2C=C1C(N(C=NC1=CC2)CCN2CCC(CC2)O)=O